prop-2-en-1-yl (2S,3S,4S,5R,6S)-6-[2-nitro-4-({[(prop-2-yn-1-yl)carbamoyl]oxy}methyl)phenoxy]-3,4,5-tris({[prop-2-en-1-yloxy]carbonyl}oxy)oxane-2-carboxylate [N+](=O)([O-])C1=C(O[C@H]2[C@@H]([C@H]([C@@H]([C@H](O2)C(=O)OCC=C)OC(=O)OCC=C)OC(=O)OCC=C)OC(=O)OCC=C)C=CC(=C1)COC(NCC#C)=O